eicosane-3,8-diol CCC(CCCCC(CCCCCCCCCCCC)O)O